FC1=C(C2=C(N=C(O2)C=2C=C(C=CC2)C2=C(C=C(C=C2)F)C2=NN=CN2C)C=C1CNCCOC)F N-((6,7-Difluoro-2-(4'-fluoro-2'-(4-methyl-4H-1,2,4-triazol-3-yl)-[1,1'-biphenyl]-3-yl)benzo[d]oxazol-5-yl)methyl)-2-methoxyethan-1-amine